CNC(CCC1=CC=C(C(=O)N)C=C1)=O 4-(3-(methylamino)-3-oxopropyl)benzamide